(S)-5-(benzyloxy)-4-(8-((tetrahydrofuran-3-yl)amino)-1,2,3,4-tetrahydroisoquinoline-2-carbonyl)-1,3-phenylene bis(4-methylbenzenesulfonate) CC1=CC=C(C=C1)S(=O)(=O)OC1=CC(=C(C(=C1)OCC1=CC=CC=C1)C(=O)N1CC2=C(C=CC=C2CC1)N[C@@H]1COCC1)OS(=O)(=O)C1=CC=C(C=C1)C